BrC1=CC=C2C(=C(NC2=C1)N(C)C)C=O 6-BROMO-2-(DIMETHYLAMINO)-1H-INDOLE-3-CARBALDEHYDE